FC1(CC(C1)(C)NC(N)=O)F 3-(3,3-difluoro-1-methylcyclobutyl)urea